vinyl-tetrahydroindenyl-zirconium dichloride [Cl-].[Cl-].C(=C)[Zr+2]C1CCC2CC=CC=C12